CCC1(C(=O)NC(=O)NC1=O)CC The molecule is a member of the class of barbiturates, the structure of which is that of barbituric acid substituted at C-5 by two ethyl groups. Formerly used as a hypnotic (sleeping aid). It has a role as a drug allergen.